FC1=C(C=CC(=C1)C1=NOC(=N1)C(F)(F)F)C(COC1=CC=C(C=C1)OC(F)(F)F)=O 1-(2-fluoro-4-(5-(trifluoromethyl)-1,2,4-oxadiazol-3-yl)phenyl)-2-(4-(trifluoromethoxy)phenoxy)ethan-1-one